(R)-N-(3-cyclobutyl-5-(2-hydroxypropan-2-yl)pyrazolo[1,5-a]pyridin-2-yl)-2-(2,2,3,3-tetrafluorocyclobutyl)acetamide C1(CCC1)C=1C(=NN2C1C=C(C=C2)C(C)(C)O)NC(C[C@H]2C(C(C2)(F)F)(F)F)=O